1-Methyl-2,6-bis(2-hydroxy-ethylamino)benzene rhodium-barium [Ba].[Rh].CC1=C(C=CC=C1NCCO)NCCO